hydroxyethyl-oxetanyl-methanol OCCC(O)C1OCC1